NC1=C(C=O)C(=CC(=C1)Br)F 2-amino-4-bromo-6-fluorobenzaldehyde